2-[(6S)-6-[[3-(trifluoromethylsulfonyl)phenyl]methyl]-2-azaspiro[3.4]octane-2-carbonyl]-8-oxa-2,5-diazaspiro[3.5]nonan-6-one FC(S(=O)(=O)C=1C=C(C=CC1)C[C@H]1CC2(CN(C2)C(=O)N2CC3(C2)NC(COC3)=O)CC1)(F)F